1-ethyl-3,4-dimethylpyrrolidine-2,5-dione C(C)N1C(C(C(C1=O)C)C)=O